FC1=C(C(=CC=C1)S(=O)(=O)C1=CC=C(C)C=C1)C1OCCO1 2-(2-fluoro-6-(p-toluenesulfonyl)phenyl)-1,3-dioxolane